(R)-6-(1-ethoxyvinyl)-2-(3-(1,1,2-trifluoro-1-(4-methyl-4H-1,2,4-triazol-3-yl)propan-2-yl)phenyl)-4-(trifluoromethyl)isoindolin-1-one C(C)OC(=C)C1=CC(=C2CN(C(C2=C1)=O)C1=CC(=CC=C1)[C@@](C(C1=NN=CN1C)(F)F)(C)F)C(F)(F)F